6'-(oxiran-2-yl)-2',3'-dihydrospiro[cyclohexane-1,1'-indene]-4-carboxylate O1C(C1)C1=CC=C2CCC3(C2=C1)CCC(CC3)C(=O)[O-]